COC1CCC(CC1)C(=O)[O-] 4-methoxycyclohexane-1-carboxylate